COC1=CC=C(CSCC=2N=CN(C2)C2=CC=C(C=C2)C2=NOC(=N2)C(F)(F)F)C=C1 3-(4-(4-(((4-methoxybenzyl)thio)methyl)-1H-imidazol-1-yl)phenyl)-5-(trifluoromethyl)-1,2,4-oxadiazole